(4-((2R,3R)-3-hydroxy-5,7-dimethoxychroman-2-yl)-2-methoxyphenyl)(4-methylpiperazin-1-yl)methanone O[C@H]1[C@H](OC2=CC(=CC(=C2C1)OC)OC)C1=CC(=C(C=C1)C(=O)N1CCN(CC1)C)OC